NC1=NC=NN2C1=C(C=C2C=2CCOCC2)C2=CC(=C(C=C2)NC(OC(C)(C)C)=O)OC tert-Butyl (4-(4-amino-7-(3,6-dihydro-2H-pyran-4-yl)pyrrolo[2,1-f][1,2,4]triazin-5-yl)-2-methoxyphenyl)carbamate